FC(F)C=1C(=NC=C(C1)C1=NC(=NC(=N1)N1C2COCC1COC2)N2C1COCC2CC1)N difluoromethyl-5-[4-(3,7-dioxa-9-azabicyclo[3.3.1]nonan-9-yl)-6-(3-oxa-8-azabicyclo[3.2.1]octan-8-yl)-1,3,5-triazin-2-yl]pyridin-2-amine